methyl 3-((S)-2-(5-(2-(dimethylamino)ethyl)-2-oxopyridin-1(2H)-yl)-4-methylpentanamido)-3-(5-(2,6-dimethylphenyl)pyridin-3-yl)propanoate CN(CCC=1C=CC(N(C1)[C@H](C(=O)NC(CC(=O)OC)C=1C=NC=C(C1)C1=C(C=CC=C1C)C)CC(C)C)=O)C